3-fluoro-2-methyl-6-nitropyridine FC=1C(=NC(=CC1)[N+](=O)[O-])C